N-(3-(3-((2,6-Dioxopiperidin-3-yl)amino)phenyl)prop-2-yn-1-yl)-5-(8-(7-ethyl-1,3-dimethyl-2-oxo-1,2,3,4-tetrahydropyrido[2,3-d]pyrimidin-5-yl)isoquinolin-3-yl)-3-methylpicolinamide O=C1NC(CCC1NC=1C=C(C=CC1)C#CCNC(C1=NC=C(C=C1C)C=1N=CC2=C(C=CC=C2C1)C1=CC(=NC=2N(C(N(CC21)C)=O)C)CC)=O)=O